(R)-3-amino-1-((R)-8-methyl-3-(trifluoromethyl)-5,6-dihydroimidazo[1,5-a]pyrazin-7(8H)-yl)-4-(2,4,5-trifluorophenyl)butan-1-one phosphate monohydrate O.P(=O)(O)(O)O.N[C@@H](CC(=O)N1[C@@H](C=2N(CC1)C(=NC2)C(F)(F)F)C)CC2=C(C=C(C(=C2)F)F)F